(1S,4S)-4-(8-((3-chloro-2-fluorophenyl)amino)-2-((4-methyltetrahydro-2H-pyran-4-yl)amino)-9H-purin-9-yl)cyclohexane-1-carboxamide ClC=1C(=C(C=CC1)NC=1N(C2=NC(=NC=C2N1)NC1(CCOCC1)C)C1CCC(CC1)C(=O)N)F